(6-chloro-4,5-dimethyl-pyridazin-3-yl)-4-methyl-1,3-benzothiazol-2-amine ClC1=C(C(=C(N=N1)C=1C=CC2=C(N=C(S2)N)C1C)C)C